(S)-4-(3-(1-(2-fluorophenoxy)ethyl)pyrrolo[1,2-a][1,2,4]triazolo[3,4-c]pyrazin-9-yl)-N-(1-methyl-1H-pyrazol-5-yl)pyrimidin-2-amine FC1=C(O[C@@H](C)C2=NN=C3C=4N(C=CN32)C=C(C4)C4=NC(=NC=C4)NC4=CC=NN4C)C=CC=C1